(1-(2-methylbenzyl)piperidin-4-yl)methylamine CC1=C(CN2CCC(CC2)CN)C=CC=C1